C1(CC1)C1=CC=C(COC2=NN=C(S2)NC(C2=C(N=CC=C2)N2CCOCC2)=O)C=C1 N-(5-((4-cyclopropylbenzyl)oxy)-1,3,4-thiadiazol-2-yl)-2-morpholinonicotinamide